BrC1=CC=C(C=C1)[C@@]12OC3=C([C@@]1([C@@H]([C@@H]([C@H]2C2=CC=CC=C2)C(=O)NS(N(C)C)(=O)=O)O)O)C(=CC(=C3)OC)OC (1R,2R,3S,3aR,8bS)-3a-(4-bromophenyl)-N-(N,N-dimethylsulfamoyl)-1,8b-dihydroxy-6,8-dimethoxy-3-phenyl-2,3,3a,8b-tetrahydro-1H-cyclopenta[b]benzofuran-2-carboxamide